(R)-4,5-dimethyl-2-(4-((1-methylpiperidin-3-yl)amino)phthalazin-1-yl)phenol CC1=CC(=C(C=C1C)O)C1=NN=C(C2=CC=CC=C12)N[C@H]1CN(CCC1)C